5,10,15,20-tetra(4-aminophenyl)porphyrin platinum [Pt].NC1=CC=C(C=C1)C=1C2=CC=C(N2)C(=C2C=CC(C(=C3C=CC(=C(C=4C=CC1N4)C4=CC=C(C=C4)N)N3)C3=CC=C(C=C3)N)=N2)C2=CC=C(C=C2)N